1,2-dimethylperhydrofluorene tert-butyl-4-((1-benzyl-1H-tetrazol-5-yl)(pyridin-3-yl)methyl)piperazine-1-carboxylate C(C)(C)(C)OC(=O)N1CCN(CC1)C(C=1C=NC=CC1)C1=NN=NN1CC1=CC=CC=C1.CC1C(CCC2C3CCCCC3CC12)C